(2,6-Dioxopiperidin-3-yl)-5-((4-(4-(quinoxalin-2-yl)-1H-pyrazol-1-yl)butyl)amino)isoindoline-1,3-dione O=C1NC(CCC1N1C(C2=CC=C(C=C2C1=O)NCCCCN1N=CC(=C1)C1=NC2=CC=CC=C2N=C1)=O)=O